CC1=C(C2=C(C=3N1N=CN3)CN(C2)C(CC2CN(C2)C2=CC(=NC=C2)C(F)(F)F)=O)C 1-(5,6-dimethyl-7,9-dihydro-8H-pyrrolo[3,4-c][1,2,4]triazolo[1,5-a]pyridin-8-yl)-2-(1-(2-(trifluoromethyl)pyridin-4-yl)azetidin-3-yl)ethan-1-one